CN(CC1=CC(=CC(=C1O)C(C)(C)C)C(C)(C)C)CC1=CC(=CC(=C1O)C(C)(C)C)C(C)(C)C 6,6'-((methylazanediyl)bis(methylene))bis(2,4-di-tert-butylphenol)